C(=O)NCCCNC=O N,N'-diformyl-1,3-diaminopropane